N'-(triphenylmethyl)-L-histidine C1(=CC=CC=C1)C(N1C=C(C[C@H](N)C(=O)O)N=C1)(C1=CC=CC=C1)C1=CC=CC=C1